[N+](=[N-])=CC(CC[C@@H](C(=O)OC(C)C)NC(COC(C)C)=O)=O isopropyl (S)-6-diazo-2-(2-isopropoxyacetamido)-5-oxohexanoate